N1C=NC2=C1C=CC(=C2)N2CNC(C2C2=C(C(=CC(=C2)F)F)F)=O 1-(1H-benzo[d]imidazol-5-yl)-5-(2,3,5-trifluorophenyl)imidazolidin-4-one